2-[1-(bromo-methyl)-cyclopropyl]-acetonitrile BrCC1(CC1)CC#N